NC=1C(=C(C=C(C1)C1=CC=CC=C1)C(=O)OC)O methyl 5-amino-4-hydroxy-[1,1'-biphenyl]-3-carboxylate